4-(5-(4-(3-(2,6-Dioxopiperidin-3-yl)phenyl)-[1,4'-bipiperidin]-1'-yl)pentyl)-2-((S)-1-(3-ethoxy-4-methoxyphenyl)-2-(methylsulfonyl)ethyl)isoindoline-1,3-dione O=C1NC(CCC1C=1C=C(C=CC1)C1CCN(CC1)C1CCN(CC1)CCCCCC1=C2C(N(C(C2=CC=C1)=O)[C@H](CS(=O)(=O)C)C1=CC(=C(C=C1)OC)OCC)=O)=O